2-bromo-N,N-dimethylacrylamide BrC(C(=O)N(C)C)=C